(1s,4s)-4-(8-(4-bromo-2,6-dichlorophenylamino)-2-(4,4-difluorocyclohexylamino)-9H-purin-9-yl)cyclohexanecarboxamide BrC1=CC(=C(C(=C1)Cl)NC=1N(C2=NC(=NC=C2N1)NC1CCC(CC1)(F)F)C1CCC(CC1)C(=O)N)Cl